1-(1-Acetylindolin-5-yl)-3-(4-(m-tolyl)piperazin-1-yl)propan-1-one C(C)(=O)N1CCC2=CC(=CC=C12)C(CCN1CCN(CC1)C=1C=C(C=CC1)C)=O